2-(4-methoxyphenyl)-2-(((3-(trifluoromethyl)-1H-pyrazol-1-yl)acetyl)amino)-N-(4-(trimethylsilyl)phenyl)acetamide COC1=CC=C(C=C1)C(C(=O)NC1=CC=C(C=C1)[Si](C)(C)C)NC(CN1N=C(C=C1)C(F)(F)F)=O